NC1=C(C=2C(=NN3C2C(CCC3)O)N1C1=C(C(=CC=C1C)OC)C)C(=O)N 2-Amino-4-hydroxy-1-(3-methoxy-2,6-dimethylphenyl)-4,5,6,7-tetrahydro-1H-pyrrolo[2',3':3,4]pyrazolo[1,5-a]pyridine-3-carboxamide